NC1=C(C=CC=C1)C#CC1=CC=C(C#N)C=C1 4-[2-(2-aminophenyl)ethynyl]benzonitrile